5-chloro-2-[2-methoxy-6-methyl-4-(trifluoromethyl)phenyl]-1-methyl-imidazo[4,5-b]pyrazine ClC=1N=C2C(=NC1)N(C(=N2)C2=C(C=C(C=C2C)C(F)(F)F)OC)C